cyclohexanedione sodium salt [Na].C1(C(CCCC1)=O)=O